1-(2-chloroethyl)-4-(dimethoxymethyl)piperidine ClCCN1CCC(CC1)C(OC)OC